(2-(3-bromo-1H-pyrazol-1-yl)ethyl)morpholine 2-hydroxybutyl-methacrylate (2-hydroxybutyl-methacrylate) OC(CC=C(C(=O)O)C)CC.OC(COC(C(=C)C)=O)CC.BrC1=NN(C=C1)CCN1CCOCC1